ethyldi(prop-2-yl)amine C(C)N(C(C)C)C(C)C